N-[(1S)-1-cyano-2-[(3S)-2-oxopyrrolidin-3-yl]ethyl]-3-cyclopropyl-2-(6-oxo-1,7-diazaspiro[4.4]nonan-7-yl)propanamide C(#N)[C@H](C[C@H]1C(NCC1)=O)NC(C(CC1CC1)N1C(C2(CCCN2)CC1)=O)=O